(R)-1-(5-(6-chloro-7-fluoro-3-(1H-imidazol-1-yl)-5-methoxy-1-methyl-1H-indol-2-yl)-1H-1,2,4-triazol-3-yl)-2-methoxy-N,N-dimethylethan-1-amine ClC1=C(C=C2C(=C(N(C2=C1F)C)C1=NC(=NN1)[C@H](COC)N(C)C)N1C=NC=C1)OC